FC=1C(=NC=NC1)C1=CN=C2N1C=CC=C2 5-Fluoro-4-(imidazo[1,2-a]pyridin-3-yl)pyrimidin